BrC1=C(C(=CC=C1)Br)C 1,3-dibromo-methyl-benzene